2-ethoxymethyl-2-ethoxypropionate C(C)OCC(C(=O)[O-])(C)OCC